3-[6-(6-acetamidopyridin-3-yl)-1,3-benzoxazol-2-yl]propanamide C(C)(=O)NC1=CC=C(C=N1)C1=CC2=C(N=C(O2)CCC(=O)N)C=C1